Cl.N[C@@H]1C(N(C2=C(OC1)C=CC(=C2)C(=O)N2CCCCC2)C)=O (S)-3-amino-5-methyl-7-(piperidine-1-carbonyl)-2,3-dihydrobenzo[b][1,4]oxazepin-4(5H)-one hydrochloride